ClC1=CC2=C(OC(CN2)C(=O)NN2CCC(CC2)C(=O)NNC(=O)C2CC(C2)OC(F)(F)F)C=C1 6-chloro-N-(4-(2-((1s,3s)-3-(trifluoromethoxy)cyclobutanecarbonyl)hydrazinecarbonyl)piperidin-1-yl)-3,4-dihydro-2H-benzo[b][1,4]oxazine-2-carboxamide